C1(CC1)C=1N=CN(C1)C1=CC=C2C(N(C(C2=C1)=O)CC1=CC=C(C=C1)OC)(C)C 6-(4-cyclopropyl-1H-imidazol-1-yl)-2-(4-methoxybenzyl)-3,3-dimethylisoindolin-1-one